(3S,5R)-3-aminomethyl-5-methyl-nonanoic acid NC[C@H](CC(=O)O)C[C@@H](CCCC)C